N-((5-((2S,4S)-1-((4-fluorophenyl)sulfonyl)-4-phenylpyrrolidin-2-yl)-1,2,4-oxadiazol-3-yl)methyl)quinoline-2-carboxamide FC1=CC=C(C=C1)S(=O)(=O)N1[C@@H](C[C@H](C1)C1=CC=CC=C1)C1=NC(=NO1)CNC(=O)C1=NC2=CC=CC=C2C=C1